(S)-N-(6-cyano-5-(difluoromethoxy)pyrazin-2-yl)-2-fluoro-8,8-dimethyl-7,8-dihydro-6H-cyclopenta[e]pyrazolo[1,5-a]pyrimidine-6-carboxamide C(#N)C1=C(N=CC(=N1)NC(=O)[C@H]1CC(C2=C1C=NC=1N2N=C(C1)F)(C)C)OC(F)F